ethyl benzoat C(C1=CC=CC=C1)(=O)OCC